C[C@@H]1N(C2=CC=CC=C2[C@@H](C1)NC1=CC=C(C=C1)CCC(=O)O)C(CC)=O 3-(4-(((2s,4r)-2-methyl-1-propionyl-1,2,3,4-tetrahydroquinolin-4-yl)amino)phenyl)propionic acid